C(CCCCC)(=O)OC=1C(C(=O)O)=CC=CC1 caproyl-salicylic acid